NC1=C(C(=O)O)C=C(C=C1)OC 2-amino-5-methoxybenzoic acid